C(C)(=O)OC1C(C(NC1)C(=O)O)N1CCN(CCN(CCN(CC1)CC(OC)=O)CC(OC)=O)CC(=O)OC 4-acetoxy-3-(4,7,10-tris(2-methoxy-2-oxoethyl)-1,4,7,10-tetraazacyclododecan-1-yl)pyrrolidine-2-carboxylic acid